OC1C(C([N+](CC1)(C)[O-])(C)C)C 4-hydroxytetramethylpiperidine oxide